N(=[N+]=[N-])[C@@H]([C@@H]([C@](C=O)(O)NC(C)=O)O)[C@H](O)CO 4-azido-4-deoxy-2-acetamidoglucose